S(=O)(=O)(C1=CC=C(C)C=C1)N1CCC(CC1)COC=1C(C=COC1)=O 5-((1-tosyl-piperidin-4-yl)methoxy)-4H-pyran-4-one